calcium trihydrate O.O.O.[Ca]